7-benzyl-N-cyclohexyl-2,4-dihydroxy-5,6,7,8-tetrahydro-1,7-naphthyridine-3-carboxamide C(C1=CC=CC=C1)N1CCC=2C(=C(C(=NC2C1)O)C(=O)NC1CCCCC1)O